N=1C=2N(C=NC1)N=CC2C(=O)N Pyrazolo[1,5-a][1,3,5]Triazine-8-carboxamide